7-isobutyl-7,9-dihydro-8H-purin-8-one C(C(C)C)N1C(NC2=NC=NC=C12)=O